3,6-Dichloro-N-[(4-methoxyphenyl)methyl]pyridazin-4-amine ClC=1N=NC(=CC1NCC1=CC=C(C=C1)OC)Cl